benzyl 1-[1-(2,6-dioxo-3-piperidyl)-2-oxo-benzo[cd]indol-6-yl]piperidine-4-carboxylate O=C1NC(CCC1N1C(C2=C3C(C(=CC=C13)N1CCC(CC1)C(=O)OCC1=CC=CC=C1)=CC=C2)=O)=O